tert-butyl (3-(4-amino-2-butyl-1H-imidazo[4,5-c]quinolin-1-yl)-2,2-dimethylpropyl)carbamate NC1=NC=2C=CC=CC2C2=C1N=C(N2CC(CNC(OC(C)(C)C)=O)(C)C)CCCC